NC(CCC=1N(C=CN1)C=1CN2C(N(C(C1)C2)OS(=O)(=O)[O-])=O)=O [3-[2-(3-amino-3-oxo-propyl)imidazol-1-yl]-7-oxo-1,6-diazabicyclo[3.2.1]oct-3-en-6-yl]-sulfat